5-(2,4-difluorophenyl)isoxazole-3-carboxylic acid FC1=C(C=CC(=C1)F)C1=CC(=NO1)C(=O)O